NCCNC1=NC(=NC(=N1)NCCN)NCCC([Si](OC(C1=CC=CC=C1)=O)(OC(C1=CC=CC=C1)=O)OC(C1=CC=CC=C1)=O)[Si](OC(C1=CC=CC=C1)=O)(OC(C1=CC=CC=C1)=O)OC(C1=CC=CC=C1)=O 2,4-bis(2-aminoethyl)amino-6-bis(tribenzoyloxysilyl)propylamino-1,3,5-triazine